FC(C(F)(F)C(O)C1=CNC2=CC=CC=C12)(C(F)(F)F)F heptafluoropropyl-3-indolyl-methanol